N1=CN=CC(=C1)NC(CC(C)(C)C)C=1N=NNN1 N-5-pyrimidinyl[3,3-dimethyl-1-(2H-tetraazol-5-yl)butyl]amine